C(#N)CCC1(CC(N(C1=O)C(=O)[O-])C(=O)[O-])C(=O)[O-] 4-(2-cyanoethyl)-5-oxopyrrolidine-1,2,4-tricarboxylate